3-(6-(2,2,2-trifluoroethyl)quinazolin-4-yl)-3,9-diazaspiro[5.5]undecane FC(CC=1C=C2C(=NC=NC2=CC1)N1CCC2(CC1)CCNCC2)(F)F